4,6-dichloro-5-(2-methoxymethoxyphenyl)-1H-benzo[d]imidazol ClC1=C(C(=CC=2NC=NC21)Cl)C2=C(C=CC=C2)OCOC